6-bromo-1-cyclohexylisoquinoline BrC=1C=C2C=CN=C(C2=CC1)C1CCCCC1